4-azido-1,1'-biphenyl N(=[N+]=[N-])C1=CC=C(C=C1)C1=CC=CC=C1